(S)-6-(1-((1-cyanocyclopropyl)methyl)-1H-pyrazol-4-yl)-N-(5-(4-methyl-2-oxopyrrolidin-1-yl)-2-(trifluoromethyl)pyridin-3-yl)picolinamide C(#N)C1(CC1)CN1N=CC(=C1)C1=CC=CC(=N1)C(=O)NC=1C(=NC=C(C1)N1C(C[C@@H](C1)C)=O)C(F)(F)F